[Si](C1=CC=CC=C1)(C1=CC=CC=C1)(C(C)(C)C)OCCCNC(=O)[C@H]1N(CC[C@H](C1)O)C(=O)OC(C)(C)C Tert-butyl (2S,4R)-2-((3-((tert-butyldiphenylsilyl) oxy) propyl) carbamoyl)-4-hydroxypiperidine-1-carboxylate